COC(=O)C=1OC=C(C(C1OCC1=CC=CC=C1)=O)C(NCC1=C(C=C(C=C1F)F)F)=O 3-(benzyloxy)-4-oxo-5-((2,4,6-trifluorobenzyl)carbamoyl)-4H-pyran-2-carboxylic acid methyl ester